3-C-β-D-glucosyl-1-(4-fluorobenzyl)phloroglucinol [C@@H]1([C@H](O)[C@@H](O)[C@H](O)[C@H](O1)CO)C1(CC(O)(C=C(C1)O)CC1=CC=C(C=C1)F)O